C(C)(=O)N1[C@H]([C@@H]([C@H](C2=CC(=CC=C12)C#N)NC1=CC=C(C=C1)F)C)C1CC1 (2S,3R,4R)-1-acetyl-2-cyclopropyl-4-((4-fluorophenyl)amino)-3-methyl-1,2,3,4-tetrahydroquinoline-6-carbonitrile